C(C)(C)(C)OC(=O)N[C@@H]1[C@H](CC(CC1)=C)C(=O)OCC ethyl (1S,2S)-2-((tert-butoxycarbonyl) amino)-5-methylenecyclohexane-1-carboxylate